C[Pt]C dimethylplatinum(ii)